(R)-(1-(4-fluorophenyl)-6-((1-methyl-1H-1,2,3-triazol-5-yl)sulfonyl)-4,4a,5,6,7,8-hexahydro-1H-pyrazolo[3,4-g]isoquinolin-4a-yl)(4-(trifluoromethyl)pyridin-2-yl)methanone FC1=CC=C(C=C1)N1N=CC2=C1C=C1CCN(C[C@]1(C2)C(=O)C2=NC=CC(=C2)C(F)(F)F)S(=O)(=O)C2=CN=NN2C